N-((1s,3s)-3-(4-(4-(3-cyano-4-methoxypyrazolo[1,5-a]pyridin-6-yl)-1H-pyrazol-1-yl)piperidine-1-carbonyl)cyclobutyl)ethenesulfonamide C(#N)C=1C=NN2C1C(=CC(=C2)C=2C=NN(C2)C2CCN(CC2)C(=O)C2CC(C2)NS(=O)(=O)C=C)OC